4,7-dimethyloct-6-en CC(CCC)CC=C(C)C